3-(3-ethoxy-3-oxopropionamido)isonicotinic acid methyl ester COC(C1=C(C=NC=C1)NC(CC(=O)OCC)=O)=O